2-(Dimethylamino)ethyl (4-((7-cyano-2-((4,4-difluoro-4,5,6,7-tetrahydropyrazolo[1,5-a]pyridin-2-yl)amino)-1-methyl-1H-imidazo[4,5-b]pyridin-6-yl)oxy)pyridin-2-yl)carbamate C(#N)C1=C2C(=NC=C1OC1=CC(=NC=C1)NC(OCCN(C)C)=O)N=C(N2C)NC2=NN1C(C(CCC1)(F)F)=C2